4-(5-chloro-2-((1-cyclopropyl-1H-pyrazol-4-yl)amino)pyrimidin-4-yl)-N-(cyanomethyl)-2-fluorobenzamide ClC=1C(=NC(=NC1)NC=1C=NN(C1)C1CC1)C1=CC(=C(C(=O)NCC#N)C=C1)F